NC(CC(=O)O)C(NC(C(OCCC)=O)CC)=O 3-Amino-3-[(1-oxo-1-propoxybutan-2-yl)carbamoyl]propanoic acid